trans-2,6-dimethylcinnamic acid CC1=C(/C=C/C(=O)O)C(=CC=C1)C